N-(2-chloropyrimidin-5-yl)-6-((1-fluorocyclopropyl)methoxy)isoquinolin-1-amine ClC1=NC=C(C=N1)NC1=NC=CC2=CC(=CC=C12)OCC1(CC1)F